FC(OC1=C(C=C(C=C1)C1=C(C2=C(CCC1)C=C(C=C2)O)C=2C=NC(=CC2)O[C@@H]2CN(CC2)CCCF)F)F 6-[4-(difluoromethoxy)-3-fluoro-phenyl]-5-[6-[(3S)-1-(3-fluoropropyl)pyrrolidin-3-yl]oxy-3-pyridyl]-8,9-dihydro-7H-benzo[7]annulen-2-ol